(S)-N-(7-chloro-6-(1-((3S,4S)-4-hydroxy-3-methyltetrahydrofuran-3-yl)piperidin-4-yl)isoquinolin-3-yl)-2-cyclopropylpropanamide ClC1=C(C=C2C=C(N=CC2=C1)NC([C@@H](C)C1CC1)=O)C1CCN(CC1)[C@]1(COC[C@H]1O)C